FC1=C(C=CC=C1)COC=1C=C2C(=CN1)OC(=C2C(=O)NC(C(=O)N)(C)C)C 2-({5-[(2-fluorophenyl)methoxy]-2-methylfuro[2,3-c]pyridin-3-yl}formamido)-2-methylpropanamide